C1=CC=CC=2C3=CC=CC=C3C(C12)COC(=O)N[C@H](C(=O)O)CCCCC (2S)-2-[9H-fluoren-9-ylmethoxycarbonylamino]heptanoic acid